5-(4-((3-ethyl-2,4-dioxo-1,2,3,4-tetrahydroquinazolin-7-yl)methyl)piperazin-1-yl)-6-(difluoromethyl)-N-methylpyridinecarboxamide C(C)N1C(NC2=CC(=CC=C2C1=O)CN1CCN(CC1)C=1C=CC(=NC1C(F)F)C(=O)NC)=O